3-(3-(fluoro(4-methyl-4H-1,2,4-triazol-3-yl)methyl)oxetan-3-yl)aniline FC(C1(COC1)C=1C=C(N)C=CC1)C1=NN=CN1C